4-(1-oxidothiomorpholino)-N-(quinolin-8-yl)picolinamide O=S1CCN(CC1)C1=CC(=NC=C1)C(=O)NC=1C=CC=C2C=CC=NC12